NC=1C=NC2=CC=C(C=C2C1NC1CCCC1)C#N 3-amino-4-(cyclopentylamino)quinoline-6-carbonitrile